6-((2,6-dimethyl-pyrimidin-4-yl)amino)-N-ethoxy-4-((2-(N-methyl-methanesulfonamido)-4-(trifluoromethyl)phenyl)amino)nicotinamide CC1=NC(=CC(=N1)NC1=NC=C(C(=O)NOCC)C(=C1)NC1=C(C=C(C=C1)C(F)(F)F)N(S(=O)(=O)C)C)C